N-((5-chloro-6-(5-methoxypyrazin-2-yl)-1H-indol-2-yl)methyl)tetrahydrofuran-2-carboxamide ClC=1C=C2C=C(NC2=CC1C1=NC=C(N=C1)OC)CNC(=O)C1OCCC1